2,6-diethyl-4,6-dimethyl-1,3-cyclohexadiene C(C)C1=CC(CC(=C1)C)(C)CC